O=C1C(=C(OC2=CC=CC=C12)C1=CC=CC=C1)OC(C(C)C1=CC=CC=C1)=O 2-phenylpropionic acid 4-oxo-2-phenyl-4H-chromen-3-yl ester